methyl 2-[4-(2-bromoethoxy)phenyl]acetate BrCCOC1=CC=C(C=C1)CC(=O)OC